NC1=NC=2C=C(C(=CC2C2=C1C=NN2C)C(=O)O)F 4-amino-7-fluoro-1-methyl-1H-pyrazolo[4,3-c]quinolin-8-carboxylic acid